4-(6-(6-fluoropyridin-3-yl)imidazo[1,2-a]pyridin-3-yl)pyrimidin-2-amine FC1=CC=C(C=N1)C=1C=CC=2N(C1)C(=CN2)C2=NC(=NC=C2)N